COC1(C(C=CC=C1)CC(=O)C1=CC=CC=C1)OC 2,2-dimethoxyphenylacetophenone